(E)-2-(2,5-dimethyl-1,1-dioxobenzisothiazol-3(2H)-ylidene)-2-o-tolylacetic acid methyl ester COC(/C(/C1=C(C=CC=C1)C)=C\1/N(S(C2=C1C=C(C=C2)C)(=O)=O)C)=O